1-[[4-[5,6-dimethyl-2-(trifluoromethyl)pyrimidin-4-yl]phenyl]methyl]pyrrolidin-2-one CC=1C(=NC(=NC1C)C(F)(F)F)C1=CC=C(C=C1)CN1C(CCC1)=O